C1(CCCC1)CN1N(C(=CC1)C(F)(F)F)C1=CC(=CC=C1)S(=O)(=O)C 2-(cyclopentylmethyl)-N-(3-methylsulfonylphenyl)-5-(trifluoromethyl)pyrazole